4-iodo-1,3-dimethylpyridin-2(1H)-one IC1=C(C(N(C=C1)C)=O)C